FC(OC=1C=CC2=C(NC(=N2)N2[C@@H]3[C@H](CC2)CN(C3)C#N)C1)(F)F (3aR,6aR)-1-(6-(trifluoromethoxy)-1H-benzo[d]imidazol-2-yl)hexahydropyrrolo[3,4-b]pyrrole-5(1H)-carbonitrile